C(N1C(C(N(C1=O)CO)O)O)O DimethylolDihydroxyEthyleneUrea